COC=1C=C(CN2C(C3=CC=CC(=C3CC2)C2=C(C=C(C=C2)F)C)=O)C=C(C1)OC 2-(3,5-dimethoxybenzyl)-5-(4-fluoro-2-methylphenyl)-3,4-dihydroisoquinolin-1(2H)-one